Cl.N1CCC(CC1)C1=NC=2C(=CC=C(C2C=C1)N)OC(F)(F)F (piperidin-4-yl)-8-(trifluoromethoxy)quinolin-5-amine hydrochloride